2-[2-(aminomethyl)-6-chloro-3-(trifluoromethyl)phenyl]sulfanyl-pyridine-3-carbaldehyde NCC1=C(C(=CC=C1C(F)(F)F)Cl)SC1=NC=CC=C1C=O